4-(hydroxy(1-tosyl-1H-pyrrol-2-yl)methyl)piperidine-1,4-dicarboxylic acid 1-(tert-butyl) 4-methyl ester COC(=O)C1(CCN(CC1)C(=O)OC(C)(C)C)C(C=1N(C=CC1)S(=O)(=O)C1=CC=C(C)C=C1)O